6-(trifluoromethyl)-1H-pyrido[2,3-d]pyrimidine-2,4-dione FC(C1=CC2=C(NC(NC2=O)=O)N=C1)(F)F